3-amino-N-(4-(4-(5-fluoropyrimidin-2-yl)piperazin-1-yl)phenyl)-2-oxo-1-(4-phenyl-3,4-dihydro-2H-benzo[b][1,4]oxazin-6-yl)-1,2-dihydrothieno[2,3-b]pyrazine-6-carboxamide NC=1C(N(C2=C(N1)SC(=C2)C(=O)NC2=CC=C(C=C2)N2CCN(CC2)C2=NC=C(C=N2)F)C2=CC1=C(OCCN1C1=CC=CC=C1)C=C2)=O